Tert-butyl 4-[(3β,5α,17α)-17-hydroxypregn-20-yn-3-yl]piperazine-1-carboxylate O[C@]1(C#C)CC[C@H]2[C@@H]3CC[C@H]4C[C@H](CC[C@]4(C)[C@H]3CC[C@]12C)N1CCN(CC1)C(=O)OC(C)(C)C